C(C=C)N1C(C2=NC(=CC=C2C1=O)NC1=NC=C(C(=N1)N[C@H](CO)C1=CC=CC=C1)C=1OC(=NN1)C=1C=NC=CC1)(C)C (S)-6-allyl-2-((4-((2-hydroxy-1-phenylethyl)amino)-5-(5-(pyridin-3-yl)-1,3,4-oxadiazol-2-yl)pyrimidin-2-yl)amino)-7,7-dimethyl-6,7-dihydro-5H-pyrrolo[3,4-b]pyridin-5-one